7-((5-chloropyridin-2-yl)methyl)-1-(3-hydroxypropyl)-8-(2-isopropylphenoxy)-3-methyl-1H-purine-2,6(3H,7H)-dione ClC=1C=CC(=NC1)CN1C(=NC=2N(C(N(C(C12)=O)CCCO)=O)C)OC1=C(C=CC=C1)C(C)C